3-[(3aR,9bR)-7-[(2-chloro-4,5-difluorophenyl)methoxy]-9b-(4-fluorobenzenesulfonyl)-1H,2H,3H,3aH,4H,5H,9bH-benzo[e]indole-3-carbonyl]-1λ6-thiolane-1,1-dione ClC1=C(C=C(C(=C1)F)F)COC1=CC2=C([C@@]3(CCN([C@@H]3CC2)C(=O)C2CS(CC2)(=O)=O)S(=O)(=O)C2=CC=C(C=C2)F)C=C1